C1(=CC=CC2=CC3=CC4=CC5=CC=CC=C5C=C4C=C3C=C12)SC1CCC(CC1)=O 4-(pentacenylthio)cyclohexanone